O=S1(OC[C@@H](N1C(=O)OC(C)(C)C)CO[Si](C(C)C)(C(C)C)C(C)C)=O tert-butyl (4S)-2,2-dioxo-4-({[tri(propan-2-yl)silyl]oxy}methyl)-1,2λ6,3-oxathiazolidine-3-carboxylate